2,5-dichloropyridine ClC1=NC=C(C=C1)Cl